[N+](=O)([O-])C1=CC=C(C=C1)N1CCN(CC1)C1CCC2(CNC2)CC1 7-(4-(4-nitrophenyl)piperazin-1-yl)-2-azaspiro[3.5]nonane